((S)-1-(((S)-1-hydroxy-3-((S)-2-oxopyrrolidin-3-yl)propan-2-yl)amino)-4-methyl-1-oxopent-2-yl)carbamic acid (1s,4S)-4-propylcyclohexyl ester C(CC)C1CCC(CC1)OC(N[C@H](C(=O)N[C@H](CO)C[C@H]1C(NCC1)=O)CC(C)C)=O